phenyl(3-formyl-4-hydroxy-5-methoxyphenyl)carbamate C1(=CC=CC=C1)OC(NC1=CC(=C(C(=C1)OC)O)C=O)=O